C12C(CC(CC1)C1OC1)O2 4-epoxycyclohexyl-oxirane